6,N6-dipropyl-L-lysine C(CC)C(CCC[C@H](N)C(=O)O)NCCC